2-((3aS,4S,6R,6aR)-6-(aminomethyl)-2,2-dimethyltetrahydrofuro[3,4-d][1,3]dioxol-4-yl)acetamide NC[C@H]1O[C@H]([C@H]2[C@@H]1OC(O2)(C)C)CC(=O)N